9-((4S,6S,7R)-6-(benzyloxy)-7-((benzyloxy)methyl)spiro[2.4]heptan-4-yl)-6-chloro-9H-purine C(C1=CC=CC=C1)O[C@H]1C[C@@H](C2(CC2)[C@@H]1COCC1=CC=CC=C1)N1C2=NC=NC(=C2N=C1)Cl